CC1(CCC=2C(\C(\C3=CC=CC=C3C2C1)=N/C(C(=O)O)CC1=CC=C(C=C1)C(F)(F)F)=O)C 2-{[(9Z)-3,3-dimethyl-10-oxo-1,2,3,4,9,10-hexahydrophenanthren-9-ylidene]amino}-3-[4-(trifluoromethyl)phenyl]propanoic acid